tert-butyl 2-[2-[[2-methyl-3-(4,4,5,5-tetramethyl-1,3,2-dioxaborolan-2-yl)phenyl]carbamoyl]-6,7-dihydro-4H-pyrazolo[1,5-a]pyrazin-5-yl]acetate CC1=C(C=CC=C1B1OC(C(O1)(C)C)(C)C)NC(=O)C1=NN2C(CN(CC2)CC(=O)OC(C)(C)C)=C1